[2,6-dimethoxy-4-[5-(1-methylpyrazol-4-yl)benzimidazol-1-yl]phenyl]-(3-methoxyazetidin-1-yl)methanone COC1=C(C(=CC(=C1)N1C=NC2=C1C=CC(=C2)C=2C=NN(C2)C)OC)C(=O)N2CC(C2)OC